ClC1=CC=C(S1)C[N+]#[C-] (5-CHLORO-2-THIENYL)METHYL ISOCYANIDE